3-Benzyl 2-methyl (1R,2S,5S)-6,6-dimethyl-3-azabicyclo[3.1.0]hexane-2,3-dicarboxylate CC1([C@H]2CN([C@@H]([C@@H]12)C(=O)OC)C(=O)OCC1=CC=CC=C1)C